N-(6-(4-ethynyl-2-hydroxyphenyl)-5-methylpyridazin-3-yl)-2-(ethylamino)acetamide C(#C)C1=CC(=C(C=C1)C1=C(C=C(N=N1)NC(CNCC)=O)C)O